C(CCCCCCCCCC)N1C=C(C2=CC=CC=C12)C1=NOC(=N1)[C@H]1N(CCC1)C(=O)OC(C)(C)C Tert-butyl (S)-2-(3-(1-undecyl-1H-indol-3-yl)-1,2,4-oxadiazol-5-yl)pyrrolidine-1-carboxylate